hydroxyethoxyacetic acid sodium salt [Na+].OCCOCC(=O)[O-]